2-(7-((2S,5R)-4-(1-(benzo[d]oxazol-5-yl)ethyl)-2,5-diethylpiperazin-1-yl)-4-methyl-5-oxo-4,5-dihydro-2H-pyrazolo[4,3-b]pyridin-2-yl)acetonitrile O1C=NC2=C1C=CC(=C2)C(C)N2C[C@@H](N(C[C@H]2CC)C=2C=1C(N(C(C2)=O)C)=CN(N1)CC#N)CC